C1(=CC=CC=C1)C(C)NC(C)C1=CC=CC=C1 bis[1-phenylethyl]amine